FC1=CC=C(C=C1)C1=NN2C(NCC(C2)CNC)=C1C=1C=CC(N(N1)C1=C(C=CC=C1)C)=O (-)-6-{2-(4-Fluorophenyl)-6-[(methylamino)methyl]-4,5,6,7-tetrahydropyrazolo[1,5-a]pyrimidin-3-yl}-2-(2-methylphenyl)pyridazin-3(2H)-one